5-(4-methyloctahydro-2H-pyrazino[1,2-a]pyrazin-2-yl)quinoline-8-carbonitrile CC1CN(CC2N1CCNC2)C2=C1C=CC=NC1=C(C=C2)C#N